(2R,4r,6S)-tert-butyl-4-hydroxy-2,6-dimethylpiperidine-1-carboxylate C(C)(C)(C)OC(=O)N1[C@@H](CC(C[C@@H]1C)O)C